CS(=O)(=O)C1=CC=C(C=C1)C=1N=C2SC(=NN2C1)C1CCN(CC1)C(=O)N 4-(6-(4-(methylsulfonyl)phenyl)imidazo[2,1-b][1,3,4]thiadiazol-2-yl)piperidin-1-carboxamid